benzyl (2S)-3-(4-hydroxy-3-phenylmethoxyphenyl)-2-[[(2S)-3-(4-hydroxy-3-phenylmethoxyphenyl)-2-(phenylmethoxycarbonylamino)propanoyl]amino]propanoate OC1=C(C=C(C=C1)C[C@@H](C(=O)OCC1=CC=CC=C1)NC([C@H](CC1=CC(=C(C=C1)O)OCC1=CC=CC=C1)NC(=O)OCC1=CC=CC=C1)=O)OCC1=CC=CC=C1